BrCCC(=O)OCC ethyl (E)-3-bromopropionate